FC1=CC(=CC2=CN(N=C12)C1CCN(C2(CC2)C1)C(=O)OC(C)(C)C)B1OC(C(O1)(C)C)(C)C tert-butyl 7-[7-fluoro-5-(4,4,5,5-tetramethyl-1,3,2-dioxaborolan-2-yl)indazol-2-yl]-4-azaspiro[2.5]octane-4-carboxylate